Cl.NC(C(=O)N1CCN(CC1)C(=O)NC1=NC(N(C=C1)C1=CC=C(C=C1)CN(C)C[C@@H]1C[C@@H](C1)N)=O)(C)C 4-(2-Amino-2-methylpropanoyl)-N-(1-(4-(((((cis)-3-aminocyclobutyl)methyl)(methyl)amino)methyl)phenyl)-2-oxo-1,2-dihydropyrimidin-4-yl)piperazine-1-carboxamide hydrochloride salt